N1C(=CC=2C=NC=CC21)CNC(CN2C(=NC=C(C2=O)NCCCC2=CC=C(C=C2)O[C@H]2[C@@H]1[C@H](OC2)[C@@H](CO1)OC)C1=CC=CC=C1)=O N-((1H-pyrrolo[3,2-c]pyridine-2-yl)methyl)-2-(5-((3-(4-(((3R,3aR,6R,6aR)-6-methoxyhexahydrofuro[3,2-b]furan-3-yl)oxy)phenyl)propyl)amino)-6-oxo-2-phenylpyrimidin-1(6H)-yl)acetamide